CC1CCC(C2=CC=CC=C12)=O 4-methyl-3,4-dihydronaphthalen-1(2H)-one